N1(CCCCC1)C1CCN(CC1)C1=CC=C(NC2=NC=CC(=N2)N2C=C(C3=CC=CC=C23)C(=O)N)C=C1 1-[2-(4-[1,4']bipiperidinyl-1'-yl-anilino)-pyrimidin-4-yl]-1H-indole-3-carboxamide